C1(=CC(=CC=C1)C1=NC(=NC(=N1)C=1C=C(C=CC1)C1=CC=CC=C1)C=1C=C(C=CC1)C1=CC=CC=C1)C1=CC=CC=C1 2,4,6-tris([1,1'-biphenyl]-3-yl)-1,3,5-triazine